O1CC(CC1)CC(=O)N1CC2=CC(=CC=C2CC1)OC1=CC=C(C=C1)C(F)(F)F 2-(tetrahydrofuran-3-yl)-1-(7-(4-(trifluorometh-yl)phenoxy)-3,4-dihydro-isoquinolin-2(1H)-yl)-ethan-1-one